C1(CCC1)OCCC(=O)O 3-(cyclobutoxy)propionic acid